NC=1C=C(C(=NC1)OCC1=CC=C(C=C1)OC)N1CCN(CC1)C(=O)OC(C)(C)C tert-butyl 4-(5-amino-2-((4-methoxybenzyl)oxy)pyridin-3-yl)piperazine-1-carboxylate